N5-(4-chlorobenzyl)-1-(2-chloroethyl)-N2-((1-methoxycyclopropyl)methyl)-6-oxo-1,6-dihydropyridine-2,5-dicarboxamide ClC1=CC=C(CNC(=O)C2=CC=C(N(C2=O)CCCl)C(=O)NCC2(CC2)OC)C=C1